Stearon CCCCCCCCCCCCCCCCCC(=O)CCCCCCCCCCCCCCCCC